C(C1=CC=CC=C1)OC(=O)N1C[C@H](CC1)CNC1=C(C=C(C=C1[N+](=O)[O-])C(=O)OC)OC (R)-3-(((2-methoxy-4-(methoxycarbonyl)-6-nitrophenyl)amino)methyl)pyrrolidine-1-carboxylic acid benzyl ester